N-[4-(8-oxa-3-azabicyclo[3.2.1]octane-3-carbonyl)-3-pyrrolidin-1-ylphenyl]cyclopropanecarboxamide C12CN(CC(CC1)O2)C(=O)C2=C(C=C(C=C2)NC(=O)C2CC2)N2CCCC2